4-hydroxy-3,5-dimethyl-1-phenylpyrazole OC=1C(=NN(C1C)C1=CC=CC=C1)C